ClC1=CC=C(C(=O)OC[C@@H]2O[C@@H](CC2OC(C2=CC=C(C=C2)Cl)=O)N2C(NC=CC2=O)=O)C=C1 ((2S,5S)-3-((4-chlorobenzoyl)oxy)-5-(2,6-dioxo-3,6-dihydropyrimidin-1(2H)-yl)tetrahydrofuran-2-yl)methyl 4-chlorobenzoate